FC(C=1C=C(C=C(C1)C(F)(F)F)CC(=O)N)(F)F 3,5-bis(trifluoromethyl)phenylacetamide